2,4-dicarbonyl-benzoic acid C(=O)=C1C(C(=O)O)C=CC(C1)=C=O